2-(trimethyl-silyl)ethoxymethylchloride C[Si](CCOCCl)(C)C